C1(CC1)N(C(OC(C)(C)C)=O)C1CCN(CC1)C=1C2=CN(N=C2C(=CC1)C(NC1=CC2=CN(N=C2C(=C1)CN1S(CCC1)(=O)=O)C)=O)C tert-butyl N-cyclopropyl-N-[1-[7-[[7-[(1,1-dioxo-1,2-thiazolidin-2-yl)methyl]-2-methyl-indazol-5-yl]carbamoyl]-2-methyl-indazol-4-yl]-4-piperidyl]carbamate